C(#N)C=1C=C(C=CC1OC)[C@@H]1CC[C@H](CC1)CN(C(=O)[C@@H]1CC[C@H](CC1)CC(=O)O)C1=NC=CC(=C1)C=1N=C(OC1)C(C)C 2-(trans-4-(((trans-4-(3-Cyano-4-methoxyphenyl)cyclohexyl)methyl)(4-(2-isopropyloxazol-4-yl)pyridin-2-yl)carbamoyl)cyclohexyl)acetic acid